NC1=NC=CC2=CC=C(C=C12)C=1C=C(C=CC1)C#C[C@]1(C(N(CC1)C)=O)O (R)-3-[2-[3-(1-Amino-7-isoquinolyl)phenyl]ethynyl]-3-hydroxy-1-methylpyrrolidin-2-one